N.[Cu] Copper ammonia